C(C1=CC=CC=C1)OCCN1C(=C(C(=C1C1=C(C=CC=C1)C(F)(F)F)C)C(=O)OC)Cl Methyl (S)-1-(2-(benzyloxy) ethyl)-2-chloro-4-methyl-5-(2-(trifluoromethyl) phenyl)-1H-pyrrole-3-carboxylate